OC(C)(C)C=1C=CC2=C(N(C(=N2)NC(CC2C(C(C2)(F)F)(F)F)=O)C2(CCC2)C)C1 N-(6-(2-hydroxypropan-2-yl)-1-(1-methylcyclobutyl)-1H-benzo[d]imidazol-2-yl)-2-(2,2,3,3-tetrafluorocyclobutyl)acetamide